[Li].[W](=[Se])=[Se] tungsten diselenide lithium